6-bromo-4-{4-[(3-bromo-2-hydroxyphenyl)methyl]piperazin-1-yl}-1-methyl-2-oxo-1,2-dihydro-1,5-naphthyridine-3-carbonitrile BrC=1N=C2C(=C(C(N(C2=CC1)C)=O)C#N)N1CCN(CC1)CC1=C(C(=CC=C1)Br)O